mannitol magnesium [Mg].C([C@@H](O)[C@@H](O)[C@H](O)[C@H](O)CO)O